OC1=C(C=C(C=C1)NC(=O)C1CCN(CC1)C1=CC=C(C=C1)C(F)(F)F)S(=O)(=O)C N-(4-hydroxy-3-(methylsulfonyl)phenyl)-1-(4-(trifluoromethyl)phenyl)piperidine-4-carboxamide